ClC1=NC=C(C(=N1)C1=CNC2=C(C=CC=C12)F)Cl 3-(2,5-dichloropyrimidin-4-yl)-7-fluoro-1H-indole